[C].BrCCCCCC 1-bromohexane carbon